COC=1C=C(C=C(C1)C(=O)NN)C(=O)NN 5-methoxy-1,3-benzenedihydrazide